BrCCCCCOC1=C(CNC(=O)[C@H]2N(C[C@@H](C2)O)C([C@H](C(C)(C)C)NC(=O)C2(CC2)F)=O)C=CC(=C1)C1=C(N=CS1)C (2S,4R)-N-(2-((5-bromopentyl)oxy)-4-(4-methylthiazol-5-yl)benzyl)-1-((S)-2-(1-fluorocyclopropane-1-amido)-3,3-dimethylbutyryl)-4-hydroxypyrrolidine-2-carboxamide